(3S,4R)-3-Ethyl-4-(3-(2-(4-((2-oxocyclopentyl)methyl)phenyl)propionyl)-3H-imidazo[1,2-a]pyrrolo[2,3-e]pyrazin-8-yl)-N-(2,2,2-trifluoroethyl)pyrrolidine-1-carboxamide C(C)[C@@H]1CN(C[C@@H]1C1=CN=C2N1C1=C(N=C2)N(C=C1)C(C(C)C1=CC=C(C=C1)CC1C(CCC1)=O)=O)C(=O)NCC(F)(F)F